calcium bis(hydroxymethanesulfinate) OCS(=O)[O-].OCS(=O)[O-].[Ca+2]